4-(2-isocyanatobicyclo[4.2.0]octa-1(6),2,4-trien-3-yl)-2-methoxypyridine N(=C=O)C=1C=2CCC2C=CC1C1=CC(=NC=C1)OC